N-((cis)-3-(5-chloro-2-cyanophenyl)cyclobutyl)-1-((S or R)-1-(5-methoxy-6-((1R,5S)-2-oxo-3-azabicyclo[3.1.0]hexan-3-yl)pyridin-3-yl)ethyl)-1H-pyrazole-4-carboxamide ClC=1C=CC(=C(C1)[C@H]1C[C@H](C1)NC(=O)C=1C=NN(C1)[C@@H](C)C=1C=NC(=C(C1)OC)N1C([C@@H]2C[C@@H]2C1)=O)C#N |o1:19|